1-(4-(4-(6-amino-5-(5-(2,6-dichlorophenyl)-1,3,4-oxadiazol-2-yl)pyridin-3-yl)-1H-pyrazol-1-yl)piperidin-1-yl)-2-phenylethanone NC1=C(C=C(C=N1)C=1C=NN(C1)C1CCN(CC1)C(CC1=CC=CC=C1)=O)C=1OC(=NN1)C1=C(C=CC=C1Cl)Cl